C(#N)N1C[C@]2(CC2C1)NC(=O)C=1SC(=CN1)C1=C(C=CC=C1)OC1=CC=C(C=C1)F N-((1R)-3-cyano-3-azabicyclo[3.1.0]hexan-1-yl)-5-(2-(4-fluorophenoxy)phenyl)thiazole-2-carboxamide